NC1=NC=2N=CC(=CC2C2=C1COC2)C(=O)N(CC2=NC=C(C=C2)C(F)(F)F)[C@@H](COC)C 4-amino-N-((2R)-1-methoxy-2-propanyl)-N-((5-(trifluoromethyl)-2-pyridinyl)methyl)-1,3-dihydrofuro[3,4-c][1,8]naphthyridine-8-carboxamide